3-((((9H-fluoren-9-yl)methoxy)carbonyl)amino)-4-aminobenzoic acid C1=CC=CC=2C3=CC=CC=C3C(C12)COC(=O)NC=1C=C(C(=O)O)C=CC1N